FC(C1=CC(=NC=C1C1=NC(=NC(=N1)N1[C@@H](COC[C@@H]1C)C)N1[C@@H](COCC1)C)N)F 4-(difluoromethyl)-5-[4-[(3R,5S)-3,5-dimethylmorpholin-4-yl]-6-[(3R)-3-methylmorpholin-4-yl]-1,3,5-triazin-2-yl]pyridin-2-amine